6-(diphenoxyphosphino)-3-methyl-3,4-dihydropyridine-1(2H)-carboxylic acid tert-butyl ester C(C)(C)(C)OC(=O)N1CC(CC=C1P(OC1=CC=CC=C1)OC1=CC=CC=C1)C